CC1=CC=CC(=N1)C1=C(N=CN1)C=1C=C2C=C(C=NC2=CC1)C1=CC=C(CN2C[C@@H](CCC2)C(=O)OC2CCNCC2)C=C1 piperidin-4-yl (R)-1-(4-(6-(5-(6-methylpyridin-2-yl)-1H-imidazol-4-yl)quinolin-3-yl)benzyl)piperidine-3-carboxylate